C(C(O)C)(=O)OCCCCCCCC 2-hexylethyl lactate